N-(Stearyl)acrylamid C(CCCCCCCCCCCCCCCCC)NC(C=C)=O